CC1=C(C=NO1)C(=O)NCC1=C(C=C(C=C1)C1=NC(=NC=C1)NC=1C=NN(C1)C)C 5-methyl-N-(2-methyl-4-(2-((1-methyl-1H-pyrazol-4-yl)amino)pyrimidin-4-yl)Benzyl)isoxazole-4-carboxamide